N-{[(9H-fluoren-9-yl)methoxy]carbonyl}-3-pyridazin-4-yl-L-alanine C1=CC=CC=2C3=CC=CC=C3C(C12)COC(=O)N[C@@H](CC1=CN=NC=C1)C(=O)O